(S)-benzyl 3-(5-chloro-4-(hydroxymethyl)thiophen-2-yl)-3-(1-ethyl-4-methyl-1H-benzo[d][1,2,3]triazol-5-yl)-2,2-dimethylpropanoate ClC1=C(C=C(S1)[C@H](C(C(=O)OCC1=CC=CC=C1)(C)C)C1=C(C2=C(N(N=N2)CC)C=C1)C)CO